N1=CN=CC2=C1CNC2=O 7H-pyrrolo[3,4-d]pyrimidin-5-one